(3'R,7a'S)-3'-phenyldihydro-1'H,3'H,5'H-spiro[cyclohexane-1,6'-pyrrolo[1,2-c]oxazol]-5'-one C1(=CC=CC=C1)[C@H]1OC[C@H]2N1C(C1(C2)CCCCC1)=O